ClC=1C=C(C=C(C1)NCCO)NC(=O)NC1=C(C(=CC(=C1)F)F)CO 1-[3-chloro-5-(2-hydroxyethylamino)phenyl]-3-(3,5-difluoro-2-hydroxymethylphenyl)urea